[Na+].P(=O)([O-])(O)O.COC1=CC(=CC=C1O)\C=C\C(=O)CC(=O)\C=C\C1=CC=C(O)C(OC)=C1 curcumin monophosphate monosodium salt